C(CC)C1CC=2NC3=C(C=CC=C3C2CC1)C(=O)O 2-propyl-2,3,4,9-tetrahydro-1H-carbazole-8-carboxylic acid